(4Z)-4-[ethyl(3-sulfonatobenzyl)iminio]-2,5-cyclohexadien C(C)[N+](=C1C=CCC=C1)CC1=CC(=CC=C1)S(=O)(=O)[O-]